ClC1=CC=C(C(=O)N2CCN(CC2)C2=C(C=CC=C2)C2(C(C(=O)NC)C=CC=C2)O)C=C1 2-(4-(4-chlorobenzoyl)piperazin-1-ylphenyl)-2-hydroxy-N-methylbenzamide